(E)-1-[4-(5,6-Dimethyl-1,3-dihydroisoindol-2-yl)phenyl]-3-(4-hydroxyphenyl)prop-2-en-1-one CC=1C=C2CN(CC2=CC1C)C1=CC=C(C=C1)C(\C=C\C1=CC=C(C=C1)O)=O